The molecule is a triterpenoid saponin that is composed of (3beta,16alpha)-13,28-epoxyoleanane-3,16-diol having a alpha-L-Rhap-(1->2)-beta-D-Glcp-(1->4)-alpha-L-Arap moiety attached at position 3 by a glycosidic linkage. It is isolated from the whole plants of Ardisia japonica and exhibits significant cytotoxicity against a panel of human cancer cell lines. It has a role as an antineoplastic agent and a plant metabolite. It is a trisaccharide derivative, a bridged compound, a cyclic ether, a secondary alcohol, a hexacyclic triterpenoid and a triterpenoid saponin. It derives from a (3beta,16alpha)-13,28-epoxyoleanane-3,16-diol. It derives from a hydride of an oleanane. C[C@H]1[C@@H]([C@H]([C@H]([C@@H](O1)O[C@@H]2[C@H]([C@@H]([C@H](O[C@H]2O[C@H]3CO[C@H]([C@@H]([C@H]3O)O)O[C@H]4CC[C@@]5([C@H]6CC[C@@]78[C@@H]9CC(CC[C@]9(CO7)[C@@H](C[C@]8([C@@]6(CC[C@H]5C4(C)C)C)C)O)(C)C)C)CO)O)O)O)O)O